ClC=1C=CC(=C(C1)C1=CC(=C(N=N1)C)NC1=CC(=NC=C1)NC(CCN1CC(N(CC1)C)C)=O)F N-(4-{[6-(5-Chloro-2-Fluorophenyl)-3-Methylpyridazin-4-yl]Amino}Pyridin-2-yl)-3-(3,4-Dimethylpiperazin-1-yl)Propanamid